C(C)(C)(C)C=1C=C(C2=C(C(C(O2)=O)C2=CC=C(C=C2)OCC)C1)C(C)(C)C 5,7-Di-tert-butyl-3-(4-ethoxyphenyl)benzofuran-2-on